4-Hydroxyvaleric acid methyl ester COC(CCC(C)O)=O